BrC1=CC(=NC=C1)C(C(=O)OC)(C)C methyl 2-(4-bromopyridin-2-yl)-2-methylpropanoate